[Cl-].C1(=CC=CC=C1)[N+](CCCC)(CCCC)CCCC Phenyltributyl-ammonium chloride